COC1=NC=CC=C1C=1C(=CN(C1C)C)C(=O)O 4-(2-methoxypyridin-3-yl)-1,5-dimethyl-1H-pyrrole-3-carboxylic acid